Natrium glycolat C(CO)(=O)[O-].[Na+]